BrC=1C=CC(=C(N)C1)SC 5-bromo-2-(methylthio)aniline